CN([C@H]1CN(CC1)C(=O)OC(C)(C)C)CCCCC[C@@H]1NC2=NC=CC=C2CC1 tert-butyl (R)-3-(methyl(5-((S)-1,2,3,4-tetrahydro-1,8-naphthyridin-2-yl)pentyl)amino)pyrrolidine-1-carboxylate